10-(1-(((1R,5S)-3-azabicyclo[3.1.0]hexan-6-yl)methyl)piperidin-4-yl)-4-chloro-7,7-dimethylindolo[1,2-a]quinazolin-5(7H)-one [C@H]12CNC[C@@H]2C1CN1CCC(CC1)C1=CC=C2C(C=3N(C=4C=CC=C(C4C(N3)=O)Cl)C2=C1)(C)C